C(CCC(=O)[O-])(=O)[O-].[NH4+].[NH4+] Ammonium succinat